FC1C(C1)C(=O)NC=1N=C2N(C=C(N=C2)C2=C3C=NNC3=C(C(=C2SC)F)NC(C)C)C1 2-fluoro-N-(6-(6-fluoro-7-(isopropylamino)-5-(methylthio)-1H-indazol-4-yl)imidazo[1,2-a]pyrazin-2-yl)cyclopropane-1-carboxamide